C(C)(C)(C)OC(=O)N1[C@@H](C[C@H](C1)NC(=O)C=1OC(=NN1)C1=CC(=CC=C1)C#N)COC (2s,4r)-4-(5-(3-cyanophenyl)-1,3,4-oxadiazole-2-carboxamido)-2-(methoxymethyl)pyrrolidine-1-carboxylic acid tert-butyl ester